1-Methyl-2-oxindole CN1C(CC2=CC=CC=C12)=O